CC1(CC(CC(C1)(C)C)C=1C(=NNC1N)C(F)(F)F)C 4-(3,3,5,5-tetramethylcyclohexyl)-3-(trifluoromethyl)-1H-pyrazol-5-amine